ClC1=C(C(Cl)(Cl)Cl)C=C(C(=C1)Cl)Cl 2,4,5-trichlorodichlorobenzyl chloride